3-[5-(trifluoromethyl)oxacyclopentane-3-yl]urea FC(C1CC(CO1)NC(N)=O)(F)F